6-azaspiro[2.5]octan-6-yl-[4-(5-methyl-4H-1,2,4-triazol-3-yl)-2-[3-(trifluoromethyl)pyrazol-1-yl]phenyl]methanone C1CC12CCN(CC2)C(=O)C2=C(C=C(C=C2)C2=NN=C(N2)C)N2N=C(C=C2)C(F)(F)F